C(C)OC(=O)CNC(=O)C1CC(CCC1C(C)C)C N-ethoxycarbonylmethyl-p-menthan-3-carboxamide